C(C)(C)(C)OC(=O)N1CC2=NN(C=C2C1C(=O)O)C 2-methyl-4,6-dihydropyrrolo[3,4-c]pyrazole-4,5-dicarboxylic acid O5-tert-butyl ester